C1=CC=CC2=NC3=CC=CC=C3C(=C12)NC1=C(C=C(C=C1)NS(=O)(=O)C)OC N-[4-(acridin-9-ylamino)-3-methoxyphenyl]methanesulfonamide